The molecule is a member of the class of chalcones that is chalcone substituted by hydroxy groups at positions 4, 2' and 4', a geranyl group at position 3' and a 6,6-dimethyl-3,6-dihydro-2H-pyran ring fused across positions 5' and 6'. Isolated from the fruits of Mallotus philippensis, it exhibits anti-inflammatory and immunoregulatory activities. It has a role as a metabolite, an anti-inflammatory agent, an EC 1.14.13.39 (nitric oxide synthase) inhibitor and a cyclooxygenase 2 inhibitor. It is a member of chalcones, a chromenol and a polyphenol. CC(=CCC/C(=C/CC1=C(C(=C2C(=C1O)C=CC(O2)(C)C)C(=O)/C=C/C3=CC=C(C=C3)O)O)/C)C